ClC1=C(C2=C(C=CC=C2C=C1)B1OC(C(O1)(C)C)(C)C)C#C (2-chloro-8-(4,4,5,5-tetramethyl-1,3,2-dioxaborolan-2-yl)naphthalene-1-yl)ethyne